C1N(CCC2=CC=CC=C12)C(=O)C1=C(C(=C(C=C1O)O)C)OCC1=NN(C=C1)C (3,4-dihydroisoquinolin-2(1H)-yl)(4,6-dihydroxy-3-methyl-2-((1-methyl-1H-pyrazol-3-yl)methoxy)phenyl)methanone